Chromium(II) hydride [H-].[Cr+2].[H-]